NC1=C(N=CC(=N1)N1CCC2(CC1)C(C1=CC(=CC=C1C2)N2CCCC2)N)SC2=C(C(=NC=C2)N)Cl 1'-(6-amino-5-((2-amino-3-chloropyridin-4-yl)thio)pyrazin-2-yl)-6-(pyrrolidin-1-yl)-1,3-dihydrospiro[indene-2,4'-piperidin]-1-amine